3-(2,6-bis(benzyloxy)pyridin-3-yl)-1-methyl-6-(1,2,3,6-tetrahydropyridin-4-yl)-1H-indazole C(C1=CC=CC=C1)OC1=NC(=CC=C1C1=NN(C2=CC(=CC=C12)C=1CCNCC1)C)OCC1=CC=CC=C1